(R)-7-([1,2,4]triazolo[1,5-a]pyridin-2-yl)-3-(5-(difluoromethoxy)-4-((6-oxo-5-(trifluoromethyl)-1,6-dihydropyridazin-4-yl)amino)pentyl)-6-fluoroquinazolin-4(3H)-one N=1C(=NN2C1C=CC=C2)C2=C(C=C1C(N(C=NC1=C2)CCC[C@H](COC(F)F)NC=2C=NNC(C2C(F)(F)F)=O)=O)F